5-(bromomethyl)-N-propylpyridin-3-amine BrCC=1C=C(C=NC1)NCCC